C(C)(C)(C)OOC(C1=CC=CC=C1)=O t-butylperbenzoate